tert-Butyl 4-(3-(2-(dimethylamino)ethylidene)-2-oxopyrrolidin-1-yl)isoindoline-2-carboxylate CN(CC=C1C(N(CC1)C1=C2CN(CC2=CC=C1)C(=O)OC(C)(C)C)=O)C